7-((2-((2-chloro-3-fluoro-4-(4-methylpiperazin-1-yl)phenyl)amino)-5-(trifluoromethyl)pyrimidin-4-yl)amino)isoindolin-1-one ClC1=C(C=CC(=C1F)N1CCN(CC1)C)NC1=NC=C(C(=N1)NC=1C=CC=C2CNC(C12)=O)C(F)(F)F